N-(5-((2-(5-azaspiro[2.4]heptan-5-yl)ethyl)carbamoyl)-2-methylpyridin-3-yl)-2-(pyridin-4-yl)pyrazolo[5,1-b]thiazole-7-carboxamide C1CC12CN(CC2)CCNC(=O)C=2C=C(C(=NC2)C)NC(=O)C=2C=NN1C2SC(=C1)C1=CC=NC=C1